FC=1C=C(C=CC1F)NC(=O)C=1N(C=C2C1OC[C@H]1[C@@H](NS2(=O)=O)CCC1)C (5aS,8aR)-N-(3,4-difluorophenyl)-2-methyl-5a,6,7,8,8a,9-hexahydro-2H,5H-cyclopenta[f]pyrrolo[3,4-b][1,4,5]oxathiazocine-1-carboxamide 4,4-dioxide